3-[5-({[4-(Aminomethyl)phenyl]methyl}sulfanyl)-4-methoxy-1-(thiophen-2-carbonyl)-1H-pyrazol-3-yl]-1-[2-(morpholin-4-yl)-2-oxoethyl]pyrrolidin NCC1=CC=C(C=C1)CSC1=C(C(=NN1C(=O)C=1SC=CC1)C1CN(CC1)CC(=O)N1CCOCC1)OC